6-(piperidin-4-yl)pyridazin N1CCC(CC1)C1=CC=CN=N1